1-(cyclobutylmethyl)-1-methyl-2-[[5-(trifluoromethyl)-2-pyridyl]methyl]hydrazine Ethyl-Isostearate C(C)OC(CCCCCCCCCCCCCCC(C)C)=O.C1(CCC1)CN(NCC1=NC=C(C=C1)C(F)(F)F)C